(S)-2-methyl-5-(trifluoromethyl)-4,5,6,7-tetrahydroindazole-3-carboxylic acid CN1N=C2CC[C@@H](CC2=C1C(=O)O)C(F)(F)F